C1(CC1)C1=CC(=C(C=C1)N1N=C2CCNCC3C2=C1CCN3C(=O)[O-])CO 2-(4-cyclopropyl-2-(hydroxymethyl)phenyl)-2,3,4,5a,6,7,8,9-octahydro-5H-1,2,5,7-tetraazabenzo[cd]azulene-5-carboxylate